CC1=C(C(=O)C(=O)C(C2=C(C=C(C=C2C)C)C)=O)C(=CC(=C1)C)C 2,4,6-trimethylbenzoyl ketone